1-[(2S)-1-methylpyrrolidin-2-yl]ethanol CN1[C@@H](CCC1)C(C)O